(E)-2,2-dichloroethane ClC(C)Cl